Tert-butyl (4-bromo-3-(isopropylthio)phenyl)carbamate BrC1=C(C=C(C=C1)NC(OC(C)(C)C)=O)SC(C)C